C(CCC)C=1N(C(C(N1)(C1=CC=NC=C1)CC)=O)CC1=CC(=C(C=C1)C=1C(=CC=CC1)S(=O)(=O)NC1=NOC(=C1C)C)COCC 4'-((2-butyl-4-ethyl-5-oxo-4-(pyridin-4-yl)-4,5-dihydro-1H-imidazol-1-yl)methyl)-N-(4,5-dimethylisoxazol-3-yl)-2'-(ethoxymethyl)-[1,1'-biphenyl]-2-sulfonamide